FC(C(C(F)(F)F)(C1=CC(=C(C=C1)NC(C1=C(C(=CC=C1)[N+](=O)[O-])F)=O)C(F)(F)F)F)(F)F N-(4-(perfluoropropane-2-yl)-2-(trifluoromethyl)phenyl)-2-fluoro-3-nitrobenzamide